C1(=CC(=CC=C1)C1=NC(=NC=C1F)N[C@@H]1CC[C@H](CC1)C(=O)N)C1=CC=CC=C1 trans-4-((4-([1,1'-biphenyl]-3-yl)-5-fluoropyrimidin-2-yl)amino)cyclohexane-1-carboxamide